C(C)(C)(C)OC(=O)N1C[C@H](OCC(CC1)(C)O)C(=O)O (2S)-4-[(tert-butoxy)carbonyl]-7-hydroxy-7-methyl-1,4-oxazocane-2-carboxylic acid